C(#N)C1=CC=C(OCCCCCOC=2C=NC(=NC2)C#N)C=C1 5-((5-(4-cyanophenoxy)pentyl)oxy)pyrimidine-2-carbonitrile